3-iodo-1-((2-(trimethylsilyl)ethoxy)methyl)-1H-pyrazolo[4,3-d]pyrimidine IC1=NN(C2=C1N=CN=C2)COCC[Si](C)(C)C